N1=CC=NCC(=C1)C#N [1,4]diazepine-6(5H)-carbonitrile